3,4-dihydropyrrolo[1,2-a]pyrazin C=1C=2N(CCN1)C=CC2